7-(difluoromethyl)-N-methyl-6-(1-methyl-1H-pyrazol-4-yl)-3,4-dihydro-2H-[1,8'-biquinoline]-2'-carboxamide FC(C1=C(C=C2CCCN(C2=C1)C=1C=CC=C2C=CC(=NC12)C(=O)NC)C=1C=NN(C1)C)F